N-(3-(3-chloro-1-(thiophen-2-yl)propoxy)benzyl)-N-ethylbenzamide ClCCC(OC=1C=C(CN(C(C2=CC=CC=C2)=O)CC)C=CC1)C=1SC=CC1